C1(CC1)S(=O)(=O)NC=1SC=C(N1)C(CC)(CC)NC(C1=CC=C(C=C1)C=1C=NC=C(C1)C(F)(F)F)=O N-(3-(2-(cyclopropanesulfonamido)thiazol-4-yl)pentan-3-yl)-4-(5-(trifluoromethyl)pyridin-3-yl)benzamide